(S)-2-((7-chloro-2-(2,6-difluoro-4-sulfamoylphenyl)imidazo[1,2-a]pyridin-3-yl)methyl)morpholine-4-carboxylic acid methyl ester COC(=O)N1C[C@@H](OCC1)CC1=C(N=C2N1C=CC(=C2)Cl)C2=C(C=C(C=C2F)S(N)(=O)=O)F